CC1C2(C1)CN(C(C1=CC=C(C=C12)C(F)(F)F)=O)CC(=O)OC Methyl 2-[2'-methyl-1-oxo-6-(trifluoromethyl)spiro[3H-isoquinoline-4,1'-cyclopropane]-2-yl]acetate